S(=O)(=O)(O)O.C1(=CC=CC=C1)OC1=C(C=CC=C1)CCCCCCCCC nonylphenyl phenyl ether sulfate